2-(methylsulfonamido)naphthalen CS(=O)(=O)NC1=CC2=CC=CC=C2C=C1